BrC1=CC=C(COC2=CC3=C(C=CC(O3)=O)C=C2)C=C1 7-((4-bromobenzyl)oxy)-2H-1-benzopyran-2-one